2-(1-((2-(3,5-dichlorophenyl)-6-((2-(6-methyl-3,6-diazabicyclo[3.1.1]heptan-3-yl)pyrimidin-5-yl)oxy)pyridin-4-yl)methyl)piperidin-4-yl)acetic acid ClC=1C=C(C=C(C1)Cl)C1=NC(=CC(=C1)CN1CCC(CC1)CC(=O)O)OC=1C=NC(=NC1)N1CC2N(C(C1)C2)C